2-(3-(5-(3-aminoprop-1-yn-1-yl)thiophen-2-yl)prop-2-yn-1-yl)isoindoline-1,3-dione NCC#CC1=CC=C(S1)C#CCN1C(C2=CC=CC=C2C1=O)=O